ClC1=C(C=CC=C1NC(=O)C=1SC=2CNCCC2N1)C1=C(C(=CC=C1)NC(=O)C1=NC2=C(CNCC2)N1C)C#N N-(2-chloro-2'-cyano-3'-(3-methyl-4,5,6,7-tetrahydro-3H-imidazo[4,5-c]pyridine-2-carboxamido)-[1,1'-biphenyl]-3-yl)-4,5,6,7-tetrahydrothiazolo[5,4-c]pyridine-2-carboxamide